O1CC(C1)CNC(O[C@H]1[C@H](NC[C@@H]1O)CC1=CC=C(C=C1)OC)=O (2R,3S,4S)-4-hydroxy-2-[(4-methoxyphenyl)methyl]pyrrolidin-3-yl N-(oxetan-3-ylmethyl)carbamate